C(#N)C=1C=CC(=C(C(=O)NC2=CC(=CC(=C2)Cl)Cl)C1)SC(F)(F)F 5-cyano-N-(3,5-dichlorophenyl)-2-((trifluorometh-yl)thio)benzamide